1-(4-(4-((3-fluoro-4-(pyridin-2-ylmethoxy)phenyl)amino)-7H-pyrrolo[2,3-d]pyrimidin-5-yl)piperidin-1-yl)prop-2-en-1-one FC=1C=C(C=CC1OCC1=NC=CC=C1)NC=1C2=C(N=CN1)NC=C2C2CCN(CC2)C(C=C)=O